tert-butyl(1-((tert-butyldiphenylsilyl)oxy)-3-oxopropan-2-yl)carbamate C(C)(C)(C)OC(NC(CO[Si](C1=CC=CC=C1)(C1=CC=CC=C1)C(C)(C)C)C=O)=O